(S)-Ethyl 2-((2R,3S,6R)-2,3-bis(4-chlorophenyl)-6-((S)-hydroxy(pyridin-4-yl)methyl)-5-oxomorpholino)pentanoate ClC1=CC=C(C=C1)[C@H]1O[C@@H](C(N([C@H]1C1=CC=C(C=C1)Cl)[C@H](C(=O)OCC)CCC)=O)[C@H](C1=CC=NC=C1)O